ADRENALINE HYDROCHLORIDE Cl.CNCC(O)C1=CC(O)=C(O)C=C1